C(C([2H])([2H])[2H])(C=1C(NC=2C=C(C=NC2C1)CN1CCC(=CC1)C=1C(=NC(=CC1)C(=O)NC)C)=O)([2H])[2H] 1'-((7-(ethyl-d5)-6-oxo-5,6-dihydro-1,5-naphthyridin-3-yl)methyl)-N,2-dimethyl-1',2',3',6'-tetrahydro-[3,4'-bipyridine]-6-carboxamide